CC1=CC=C(C(=O)C2=C(C(=O)NC3=CC(=CC=C3)NS(=O)(=O)C)C=CC=C2)C=C1 2-(4-methylbenzoyl)-N-(3-(methylsulfonamido)phenyl)benzamide